1H-pyrrolo[2,3-c]pyridine-3-carbonitrile N1C=C(C=2C1=CN=CC2)C#N